tert-butyl 3-[(1-{2-[(tert-butyldimethylsilyl)oxy]ethyl}-3-(trifluoromethyl)indazol-6-yl)amino]-3-(2,3-dichloro-6-fluorophenyl)pyrrolidine-1-carboxylate [Si](C)(C)(C(C)(C)C)OCCN1N=C(C2=CC=C(C=C12)NC1(CN(CC1)C(=O)OC(C)(C)C)C1=C(C(=CC=C1F)Cl)Cl)C(F)(F)F